CC(CN)(C)SSC1=NC=CC=C1 2-methyl-2-(2-pyridyldithio)-1-propylamine